C(CCC)OC(C(=O)[O-])CCCC butoxy-butyl-acetate